4,6-dimethyl-N2-[5-(2,3,4,7-tetrahydro-1H-azepin-5-yl)-2,3-dihydro-1,4-benzodioxin-7-yl]pyridine-2,4-diamine CC1(CC(=NC(=C1)C)NC=1C=C(C2=C(OCCO2)C1)C=1CCCNCC1)N